(2R,3R)-3-((1-(2,3,4,5,6-pentafluorophenyl-phenyl)-1H-1,2,3-triazol-4-yl)-methoxy)-2-(2,4-difluorophenyl)-1-(1H-1,2,4-triazol-1-yl)butan-2-ol FC1=C(C(=C(C(=C1F)F)F)F)C1=C(C=CC=C1)N1N=NC(=C1)CO[C@@H]([C@@](CN1N=CN=C1)(O)C1=C(C=C(C=C1)F)F)C